C1(CCC1)C(=O)N1[C@H]([C@H](CC1)NC(=O)C1OCC1)CC=1C=C(C=CC1)C1=CC(=CC=C1)F N-{cis-1-(cyclobutanecarbonyl)-2-[(3'-fluoro[1,1'-biphenyl]-3-yl)methyl]pyrrolidin-3-yl}oxetane-2-carboxamide